2,4-dichloro-5-(cyclopropoxymethyl)pyrimidine ClC1=NC=C(C(=N1)Cl)COC1CC1